Dimethyl dihydroxyfumarate O\C(=C(/C(=O)OC)\O)\C(=O)OC